FC1=C(C=CC(=C1)F)C1=NN2C(=NC=3C=CC=CC3C2=N1)N[C@H]1C(NCCCC1)=O (3R)-3-{[2-(2,4-difluorophenyl)[1,2,4]triazolo[1,5-c]quinazolin-5-yl]amino}azepan-2-one